Cl.NC=1C=C(C=O)C=CC1 3-AMINO-BENZALDEHYDE HYDROCHLORIDE